C(NC(=O)C=1N=NC=CC1NC1=C(C=C(C=C1)N1N=C(N=N1)C)OC(F)F)([2H])([2H])[2H] N-(methyl-d3)-4-((4-(5-methyl-2H-tetrazol-2-yl)-2-(difluoromethoxy)phenyl)amino)pyridazine-3-carboxamide